FC(C1CN(C1)C=1C=C2C(=CC=NC2=CC1)C(=O)O)(F)F 6-(3-(trifluoromethyl)azetidin-1-yl)quinoline-4-carboxylic acid